2-fluoro-4-{6-[(1-{[3-methyl-4-(propan-2-yl)phenyl]carbamoyl}-D-prolyl)amino]pyridin-3-yl}benzoic acid FC1=C(C(=O)O)C=CC(=C1)C=1C=NC(=CC1)NC([C@@H]1N(CCC1)C(NC1=CC(=C(C=C1)C(C)C)C)=O)=O